CC(C(=O)OC)(C)C1=C(C=CC(=C1)C(F)(F)F)[N+](=O)[O-] methyl 2-methyl-2-[2-nitro-5-(trifluoromethyl)phenyl]propanoate